FC1CN(C1)C/C=C/C(=O)N1CC(C1)C=1C=CN2N=CN=C(C21)NC2=CC(=C(C=C2)OC2=CC1=C(N(C=N1)C)C=C2)C (E)-4-(3-fluoroazetidin-1-yl)-1-(3-(4-((3-methyl-4-((1-methyl-1H-benzo[d]imidazol-5-yl)oxy)phenyl)amino)pyrrolo[2,1-f][1,2,4]triazin-5-yl)azetidin-1-yl)but-2-en-1-one